NC1=C(C(=NC=C1C(=O)[O-])OC1=C(C=C(C=C1)C#N)OC)C1=C(C(=CC=C1C)OC)C 4-amino-6-(4-cyano-2-methoxyphenoxy)-5-(3-methoxy-2,6-dimethylphenyl)nicotinate